PIPERIDINE-2,6-DION N1C(CCCC1=O)=O